(4-(2-(2-fluoro-4-(trifluoromethyl)phenyl)-4,5,6,7-tetrahydropyrazolo[1,5-a]pyrazin-3-yl)-3-methyl-1H-pyrrolo[2,3-b]pyridin-1-yl)methanol FC1=C(C=CC(=C1)C(F)(F)F)C1=NN2C(CNCC2)=C1C1=C2C(=NC=C1)N(C=C2C)CO